C(C(C)C)C1C(CC2N(CCC3=CC(=C(C=C23)OC)OC)C1)O 3-isobutyl-9,10-dimethoxy-2,3,4,6,7,11B-hexahydro-1H-pyrido[2,1-a]isoquinolin-2-ol